1-(3,5-dimethoxyphenyl)-N2-isopropyl-N1-(3-(1-methyl-1H-pyrazol-4-yl)cinnolin-6-yl)ethane-1,2-diamine COC=1C=C(C=C(C1)OC)C(CNC(C)C)NC=1C=C2C=C(N=NC2=CC1)C=1C=NN(C1)C